spiro[isoindoline-1,3'-pyrrolidine]-2',3-dione N1C(C2(CC1)NC(C1=CC=CC=C12)=O)=O